N-(3-Cyclopropyl-1-(4-(3-methoxycyclobutoxy)-6-(tetrahydrofuran-3-yl)pyridin-2-yl)-1H-pyrazolo[4,3-c]pyridin-6-yl)acetamide C1(CC1)C1=NN(C2=C1C=NC(=C2)NC(C)=O)C2=NC(=CC(=C2)OC2CC(C2)OC)C2COCC2